FC(C1=CC=C(CN2C(NC(N=C2)=O)=O)C=C1)(F)F 1-(4-(trifluoromethyl)benzyl)-1,3,5-triazin-2,4-dione